IC1=C(C=CC=C1)OC1=C(C=CC(=C1)C(F)(F)F)[N+](=O)[O-] 2-iodo-1-(2-nitro-5-(trifluoromethyl)phenoxy)benzene